NC1=NC=CC=C1S(=O)(=O)NC(=O)C=1C(=NC(=CC1)N1N=C(C=C1)OC(CC)C)N1C(C[C@@H](C1)C)(C)C N-[(2-Amino-3-pyridyl)sulfonyl]-6-[3-(1-methylpropoxy)pyrazol-1-yl]-2-[(4S)-2,2,4-trimethylpyrrolidin-1-yl]pyridin-3-carboxamid